FC(C1=CC=C(C=C1)N1CC(CC2=CC=CC=C12)N1CCN(CC1)C(C=C)=O)(F)F 1-(4-(1-(4-(trifluoromethyl)phenyl)-1,2,3,4-tetrahydroquinolin-3-yl)piperazin-1-yl)prop-2-en-1-one